FC1=C(C=C(C(=C1)C(F)(F)F)F)NS(=O)(=O)C1=CNC(=C1)C1=CC=CC2=CN(N=C12)C N-[2,5-difluoro-4-(trifluoromethyl)phenyl]-5-(2-methylindazol-7-yl)-1H-pyrrole-3-sulfonamide